2,N2-dimethyl-1,3,4-thiadiazole-2,5-diamine CC1(SC(=NN1)N)NC